CC1OCCN(C1)CC1=CC=C(C=C1)C=1C=C(C(NC1C(F)(F)F)=O)C(=O)N 5-(4-((2-Methylmorpholino)methyl)phenyl)-2-oxo-6-(trifluoromethyl)-1,2-dihydropyridine-3-carboxamide